ethyl 4-((2,4-dimethoxyphenyl)amino)-2-(methylthio)pyrimidine-5-carboxylate COC1=C(C=CC(=C1)OC)NC1=NC(=NC=C1C(=O)OCC)SC